3-acetamido-N-[(1r,3s)-3-{[6-fluoro-2-(trifluoromethyl)quinolin-4-yl]amino}cyclohexyl]benzamide 1,1-dioxido-2,3-dihydrothiophen-3-yl-3-(cyclohexyloxy)benzenesulfonate O=S1(CC(C=C1)OS(=O)(=O)C1=CC(=CC=C1)OC1CCCCC1)=O.C(C)(=O)NC=1C=C(C(=O)N[C@H]2C[C@H](CCC2)NC2=CC(=NC3=CC=C(C=C23)F)C(F)(F)F)C=CC1